tert-butyl N-[1-[[1-(2,6-dioxo-3-piperidinyl)-3-methyl-2-oxo-benzimidazol-4-yl] methyl]-4-piperidinyl]-N-methyl-carbamate O=C1NC(CCC1N1C(N(C2=C1C=CC=C2CN2CCC(CC2)N(C(OC(C)(C)C)=O)C)C)=O)=O